N1=C(C=C(C2=CC=CC=C12)C(CCN)N)C=1C=C2C=CC=NC2=CC1 ([2,6'-biquinolin]-4-yl)propane-1,3-diamine